NC(C(=O)N1CCC2(CC2)CC1)C 2-amino-1-(6-azaspiro[2.5]octan-6-yl)propan-1-one